ClC1=CC=C2C(=NC(N(C2=C1)C=1SC=C(C1)COC1=CC(=CC=C1)N1C(N=C(C2=CC=C(C=C12)Cl)N(C)C)=O)=O)N(C)C 7-Chloro-1-(4-((3-(7-chloro-4-(dimethylamino)-2-oxoquinazolin-1(2H)-yl)phenoxy)methyl)thiophen-2-yl)-4-(dimethylamino)quinazolin-2(1H)-one